2-amino-9-bromo-3-(piperazin-1-yl)-10H-chromeno[3,2-b]pyridin-10-one NC1=C(C=C2C(=N1)C(C=1C(=CC=CC1O2)Br)=O)N2CCNCC2